2-(2-methylpropoxy)-1,3-dipropenyl-propane CC(COC(CC=CC)CC=CC)C